[Pd].C(C1=CC=CC=C1)=CC(=O)C=CC1=CC=CC=C1.C(C1=CC=CC=C1)=CC(=O)C=CC1=CC=CC=C1.[Pd] palladium bis(dibenzylideneacetone) palladium